6-hydroxy-1-methyl-β-carboline-1-carboxic acid OC=1C=C2C3=CC=NC(C3=NC2=CC1)(C(=O)O)C